N1C=CC2=CC=C(C=C12)C(=O)N1CCC(CC1)OC1=CC(=NC=C1)C(F)(F)F (1H-indol-6-yl)(4-((2-(trifluoromethyl)pyridin-4-yl)oxy)piperidin-1-yl)methanone